C12NCC(C1N1C=CC=3C(=NC=4C(=C(C(=CC4C31)CCC#N)C3=CC(=CC1=CC=CC=C31)O)F)OC[C@H]3N(CCC3)C)C2 3-(1-(2-azabicyclo[2.1.1]hex-5-yl)-6-fluoro-7-(3-hydroxynaphthalen-1-yl)-4-(((S)-1-methylpyrrolidin-2-yl)methoxy)-1H-pyrrolo[3,2-c]quinolin-8-yl)propionitrile